C(C)(C)(C)OC(=O)N[C@H](C(C(=O)OC)O)CCCNC(=N)NS(=O)(=O)C=1C(=C(C2=C(CC(O2)(C)C)C1C)C)C methyl (3S)-3-((tert-butoxycarbonyl)amino)-2-hydroxy-6-(3-((2,2,4,6,7-pentamethyl-2,3-dihydrobenzofuran-5-yl)sulfonyl)guanidino)hexanoate